BrC1=CC(=C(C=C1)N=C=S)Cl 4-Bromo-2-chlorophenyl isothiocyanate